C(#N)C1=CC=C(C=C1)C=1N=C2C(=NC1)N=C(S2)NC(C2=C(C=C(C=C2)C)C2=CC(=NC=C2OC)C)=O N-(6-(4-cyanophenyl)thiazolo[4,5-b]pyrazin-2-yl)-2-(5-methoxy-2-methylpyridine-4-yl)-4-methylbenzamide